tert-Butyl (2-(4-(5-(trifluoromethyl)pyrimidin-2-yl)piperazin-1-yl)ethyl)carbamate FC(C=1C=NC(=NC1)N1CCN(CC1)CCNC(OC(C)(C)C)=O)(F)F